ClC1=CC=C(C=C1)C=1C=C(C(N(N1)C1=CC(=NN1)C)=O)C(=O)N[C@H](CO)C 6-(4-chlorophenyl)-N-[(2S)-1-hydroxyprop-2-yl]-2-(3-methyl-1H-pyrazol-5-yl)-3-oxo-2,3-dihydropyridazine-4-carboxamide